FC(C(F)(F)F)(C1=NC2=CC=CC=C2C(=C1C#CC1=CC=CC=C1)C1=CC=CC=C1)F 2-(Perfluoroethyl)-4-phenyl-3-(phenylethynyl)quinoline